C(CC(O)(C(=O)O)CC(=O)O)(=O)O.ClC(=C(C1=CC=CC=C1)C1=CC=C(OCCN(CC)CC)C=C1)C1=CC=CC=C1 2-(4-(2-chloro-1,2-diphenylvinyl)-phenoxy)-N,N-diethyl-ethylamine citrate